2-[4-salicyloylaminophenyl]ethyl methyl sulfone CS(=O)(=O)CCC1=CC=C(C=C1)NC(C=1C(O)=CC=CC1)=O